N-(1-methyl-1H-indazol-7-yl)-1-(4-(trifluoromethyl)pyridin-2-yl)-1H-pyrazole-4-sulfonamide CN1N=CC2=CC=CC(=C12)NS(=O)(=O)C=1C=NN(C1)C1=NC=CC(=C1)C(F)(F)F